methyl (3R)-pyrrolidine-3-carboxylate hydrochloride Cl.N1C[C@@H](CC1)C(=O)OC